4-(4,4,5,5-tetramethyl-1,3,2-dioxaborolan-2-yl)-3,6-dihydro-2H-pyridine-1-carboxylic acid tert-butyl-carbamate C(C)(C)(C)NC(O)=O.CC1(OB(OC1(C)C)C=1CCN(CC1)C(=O)O)C